(E)-3-(azetidin-1-yl)-1-phenylprop-2-en-1-one N1(CCC1)/C=C/C(=O)C1=CC=CC=C1